4-[(4-{3-[(4-methyl-1,2,4-triazol-3-yl)methyl]oxetan-3-yl}-6-(6-{[(3S)-3-methylpiperidin-1-yl]methyl}-1-oxo-4-(trifluoromethyl)-3H-isoindol-2-yl)pyridin-2-yl)oxy]butanenitrile CN1C(=NN=C1)CC1(COC1)C1=CC(=NC(=C1)N1C(C2=CC(=CC(=C2C1)C(F)(F)F)CN1C[C@H](CCC1)C)=O)OCCCC#N